FC=1C(=NC=CC1)[C@H](C(=O)O)O |r| racemic-(3-fluoropyridin-2-yl)(hydroxy)acetic acid